NC=1NC(C2=C(N1)NC(=C2)C#CO)=O 2-amino-6-(hydroxyethynyl)-3,7-dihydro-4H-pyrrolo[2,3-d]Pyrimidin-4-one